ClC=1C=C(C=CC1F)N1C(=CC=C1)C(=O)NC1=NC(=CC=C1)C1=NN=CN1C(C)C (3-Chloro-4-fluorophenyl)-N-(6-(4-isopropyl-4H-1,2,4-triazol-3-yl)pyridin-2-yl)-1H-pyrrole-2-carboxamide